C(C)OC(CC1=CC(=NO1)COCC1=CC=CC=C1)=O 2-(3-((benzyloxy)methyl)isoxazol-5-yl)acetic acid ethyl ester